(2,6-dichloropyridin-4-yl)(pyridin-3-yl)methanol ClC1=NC(=CC(=C1)C(O)C=1C=NC=CC1)Cl